2-(ethylsulfonyl)-N-isobutyl-3-(5-(2,2,3,3,3-pentafluoropropoxy)pyrazin-2-yl)pyrazolo[1,5-a]pyrimidin-5-amine C(C)S(=O)(=O)C1=NN2C(N=C(C=C2)NCC(C)C)=C1C1=NC=C(N=C1)OCC(C(F)(F)F)(F)F